CSC=1N=C(C=2N=CN([C@H]3[C@H](O)[C@H](O)[C@@H](CO)O3)C2N1)NC(CC(=C)C)O cis-2-methylthio-N6-(cis-hydroxyisopentenyl)adenosine